magnesium-iron-boron [B].[Fe].[Mg]